FC(C=1C=C(CN2C(C3=C(C=C(C(=C3CC2)C\C=C(/C)\CCC=C(C)C)OC)O)=O)C=CC1)(F)F 2-(3-trifluoromethyl-benzyl)-8-hydroxy-6-methoxy-5-geranyl-3,4-dihydroisoquinolin-1(2H)-one